1-methyl-N-(2,2,2-trifluoroethyl)-3-[[4-[5-(trifluoromethyl)-1,2,4-oxadiazol-3-yl]phenyl]methyl]-1H-pyrazole-5-carboxamide CN1N=C(C=C1C(=O)NCC(F)(F)F)CC1=CC=C(C=C1)C1=NOC(=N1)C(F)(F)F